O1NC=CCC1C(=O)OC1=CC=C(C=C1)[N+](=O)[O-] 4-nitrophenyl oxazine-6(5H)-carboxylate